3-(2-hydroxyacetamido)propanamide OCC(=O)NCCC(=O)N